propane-1-carbonitrile C(CC)C#N